C(CCC)C1=NC=2C(=C(N=NC2N)SC(C)C)N1CC1=CC=C(C=C1)OC 2-butyl-7-(isopropylthio)-1-(4-methoxybenzyl)-1H-imidazo[4,5-d]pyridazin-4-amine